BrC1=CC2=C(N=C(N=C2N[C@H](C)C2=C(C(=CC=C2)C(F)(F)F)F)C)N=C1 (R)-6-bromo-N-(1-(2-fluoro-3-trifluoromethylphenyl)ethyl)-2-methylpyrido[2,3-d]pyrimidin-4-amine